C[C@@H]1N(C[C@H](N(C1)CC1CCOCC1)C)C1=CC(N(C=2C=CC(=NC12)C#N)C)=O 8-((2S,5R)-2,5-Dimethyl-4-((tetrahydro-2H-pyran-4-yl)methyl)piperazin-1-yl)-5-methyl-6-oxo-5,6-dihydro-1,5-naphthyridin-2-carbonitril